6-(3-(4-(1-ethylpiperidin-4-yl)phenyl)-4-isopropyl-1H-pyrazol-5-yl)-8-methyl-[1,2,4]triazolo[1,5-a]pyridine C(C)N1CCC(CC1)C1=CC=C(C=C1)C1=NNC(=C1C(C)C)C=1C=C(C=2N(C1)N=CN2)C